[Ni](Cl)Cl.C(OC)COC (glyme) Nickel (II) chloride